FC1=C(C(=CC=C1)OC)C=1C=C2/C(/C(NC2=CC1)=O)=C(\C1=CC=CC=C1)/NC=1C=NN(C1)C (Z)-5-(2-Fluoro-6-methoxyphenyl)-3-(((1-methyl-1H-pyrazol-4-yl)amino)(phenyl)methylene)indolin-2-one